6-(4-chlorophenyl)-N-(4-(hydroxymethyl)-1-(2,2-difluoroethyl)piperidin-4-yl)-2-(1-methyl-1H-pyrazol-4-yl)-3-oxo-2,3-dihydropyridazine-4-carboxamide ClC1=CC=C(C=C1)C=1C=C(C(N(N1)C=1C=NN(C1)C)=O)C(=O)NC1(CCN(CC1)CC(F)F)CO